C(CCS(=O)(=O)[O-])S(=O)(=O)OCC(=O)OCC ethoxycarbonylmethyl 1,3-propanedisulfonate